F[C@]1(CN(CC[C@H]1O)C1=NC=CC(=N1)NC=1C=C2C(=CN=C(C2=CN1)N1[C@@H](CC1)C)[C@@H](CC#N)C)C (R)-3-(6-((2-((3S,4R)-3-fluoro-4-hydroxy-3-methylpiperidin-1-yl)pyrimidin-4-yl)amino)-1-((R)-2-methylazetidin-1-yl)-2,7-naphthyridin-4-yl)butanenitrile